ClC1=C(C=NC2=CC=CC=C12)CNC[C@@H](CC)O (R)-1-(((4-chloroquinolin-3-yl)methyl)amino)butan-2-ol